COC(=O)C=1C(=NC(=NC1)Cl)NCC1=CC=C(C=C1)C=1N(C=C(N1)C(F)(F)F)C 2-chloro-4-((4-(1-methyl-4-(trifluoromethyl)-1H-imidazol-2-yl)benzyl)amino)pyrimidine-5-carboxylic acid methyl ester